C1(CC1)NC(=O)C1=CC2=CC=CC=C2C=C1 N-cyclopropyl-β-naphthamide